2,5-di-tert-butyl-1,4-di(2-methoxyethoxy)benzene C(C)(C)(C)C1=C(C=C(C(=C1)OCCOC)C(C)(C)C)OCCOC